O1C=CN=CC=NC=CN=CC=CN=CC=C1 oxa[4,7,10,14]tetraazacycloheptadecine